NC1=C2N=CN(C2=NC=N1)C[C@@H](C)OCP(OCCSCCCCCCCCCCCCCC#CC(C)(C)C)(O)=O 2-((16,16-dimethylheptadec-14-yn-1-yl)thio)ethyl hydrogen ((((R)-1-(6-amino-9H-purin-9-yl)propan-2-yl)oxy)methyl)phosphonate